F[P-](F)(F)(F)(F)F.CN(C)C(=[N+](C)C)N1N=NC2=NC=CC=C21 N-[(dimethylamino)-1H-1,2,3-triazolo[4,5-b]pyridin-1-yl-methylene]-N-methylmethanaminium hexafluorophosphate